ClCC([C@H](C[C@H]1C(NCC1)=O)NC([C@H](CC1CC1)NC(=O)C=1NC2=C(C=C(C=C2C1)F)F)=O)=O N-[(2S)-1-({(2S)-4-chloro-3-oxo-1-[(3S)-2-oxopyrrolidin-3-yl]butan-2-yl}amino)-3-cyclopropyl-1-oxopropan-2-yl]-5,7-difluoro-1H-indole-2-carboxamide